1-(2-(3-((4,6-difluoro-1H-indol-5-yl)oxy)phenyl)-1H-imidazol-5-yl)ethan-1-ol FC1=C2C=CNC2=CC(=C1OC=1C=C(C=CC1)C=1NC(=CN1)C(C)O)F